2-(7-chloro-3-ethylsulfonylimidazo[1,2-a]pyridin-2-yl)-3-methyl-6-(trifluoromethyl)imidazo[4,5-b]pyridine ClC1=CC=2N(C=C1)C(=C(N2)C2=NC=1C(=NC=C(C1)C(F)(F)F)N2C)S(=O)(=O)CC